ClC1=C(C=C2C=C(N=CC2=C1)NC(=O)C1CC(C1)C(C)(C)O)C1CCN(CC1)[C@@]1(COC[C@@H]1O)C (1R,3R)-N-(7-chloro-6-(1-((3R,4R)-4-hydroxy-3-methyltetrahydrofuran-3-yl)piperidin-4-yl)isoquinolin-3-yl)-3-(2-hydroxypropan-2-yl)cyclobutane-1-carboxamide